(3R)-3-(4-Chlorophenyl)-2-[(5-chloropyridin-2-yl)methyl]-6-[2-hydroxy-1-(oxan-4-yl)propan-2-yl]-3-methoxy-2,3-dihydro-1H-isoindol-1-on ClC1=CC=C(C=C1)[C@@]1(N(C(C2=CC(=CC=C12)C(CC1CCOCC1)(C)O)=O)CC1=NC=C(C=C1)Cl)OC